ClCCCOC(NC1=C(C=C(C=C1)N(C)CC=1SC(=CC1)Cl)Cl)=O {2-Chloro-4-[(5-chloro-thiophen-2-ylmethyl)-(methyl)amino]-phenyl}-carbamic acid 3-chloropropyl ester